C(=O)C=1C=C(C=CC1)SC1CCC(CC1)NC(OC(C)(C)C)=O tert-butyl ((1r,4r)-4-((3-formylphenyl) thio)cyclohexyl)carbamate